17α-hydroxy-3-oxo-androsta-4-en-17-carboxylic acid O[C@]1([C@]2(C)[C@@H](CC1)[C@@H]1CCC3=CC(CC[C@]3(C)[C@H]1CC2)=O)C(=O)O